NC1=NC=NC=2N(C3=CC(=C(C=C3C21)Br)C)CC(=O)N2[C@@H]1C[C@@]1(C[C@H]2C(=O)NC2=NC(=CC=C2)Br)C (1R,3S,5R)-2-(2-(4-amino-6-bromo-7-methyl-9H-pyrimido[4,5-b]indol-9-yl)acetyl)-N-(6-bromopyridin-2-yl)-5-methyl-2-azabicyclo[3.1.0]hexane-3-carboxamide